N-{[6-(1,3-benzothiazol-2-yl)-5-chloro-2-indolyl]methyl}acetamide S1C(=NC2=C1C=CC=C2)C2=C(C=C1C=C(NC1=C2)CNC(C)=O)Cl